FC=1C=C(C=C(C1)C1=CC(=CC=C1)OC(F)(F)F)[C@H](CC(=O)OCC)NC(=O)NC=1C(N(C(=CC1O)C)C)=O ethyl (S)-3-(5-fluoro-3'-(trifluoromethoxy)biphenyl-3-yl)-3-(3-(4-hydroxy-1,6-dimethyl-2-oxo-1,2-dihydropyridin-3-yl)ureido)propanoate